COC1=C(C=CC=C1)P(CCP(C1=CC=CC=C1)C1=C(C=CC=C1)OC)C1=CC=CC=C1 1,2-bis[(2-methoxyphenyl)(phenylphosphino)]Ethane